4-(2-((2r,3r,4r,5s)-3,4,5-trihydroxy-2-(hydroxymethyl)piperidin-1-yl)acetyl)benzonitrile O[C@@H]1[C@H](N(C[C@@H]([C@H]1O)O)CC(=O)C1=CC=C(C#N)C=C1)CO